[N+](=O)([O-])C1=CC=C(C(=O)[O-])C=C1.C[NH+](CCCCCCCCCCCCCCCCCCCCCC)C Dimethylbehenylammonium 4-nitrobenzoate